tert-butyl 4-[2-[4-[2-bromo-4-(hydroxymethyl)phenoxy]phenyl]ethyl]piperidine-1-carboxylate BrC1=C(OC2=CC=C(C=C2)CCC2CCN(CC2)C(=O)OC(C)(C)C)C=CC(=C1)CO